2-(2,6-Dioxopiperidin-3-yl)-5-((3-(4-(quinoxalin-2-yl)-1H-pyrazol-1-yl)propyl)amino)isoindoline-1,3-dione O=C1NC(CCC1N1C(C2=CC=C(C=C2C1=O)NCCCN1N=CC(=C1)C1=NC2=CC=CC=C2N=C1)=O)=O